4-[3-(3-Chloro-4-pyridyl)-1-methyl-pyrazol-4-yl]-6-methyl-1H-pyrazolo[3,4-b]pyridine ClC=1C=NC=CC1C1=NN(C=C1C1=C2C(=NC(=C1)C)NN=C2)C